NC1=NNC(=N1)CCNC=1C2=C(N=C(N1)OCC13CCCN3CCC1)CN(CC2)C2=CC=CC1=CC=CC(=C21)CC N-(2-(3-amino-1H-1,2,4-triazol-5-yl)ethyl)-7-(8-ethylnaphthalen-1-yl)-2-((tetrahydro-1H-pyrrolizin-7a(5H)-yl)methoxy)-5,6,7,8-tetrahydropyrido[3,4-d]pyrimidin-4-amine